OC1(CCC2(OCCO2)CC1)C1=CC=C(C=N1)C#N 6-{8-hydroxy-1,4-dioxaspiro[4.5]decan-8-yl}pyridine-3-carbonitrile